[Se]1N=CC2=C1C=CN=C2 [1,2,5]benzoselenadiazole